ClC1=CC(=NC2=CC=CC=C12)C1=CC=C(C=C1)N1N=C2C(=C1)CN(C2)C(=O)OC(C)(C)C tert-butyl 2-(4-(4-chloroquinolin-2-yl) phenyl)-4,6-dihydropyrrolo[3,4-c]pyrazole-5(2H)-carboxylate